COC(C1=C(C=C2CCCN(C2=N1)C(=O)OC1=CC=CC=C1)CN1C(COCC1)=C=O)OC phenyl 7-(dimethoxymethyl)-6-((3-carbonylmorpholino) methyl)-3,4-dihydro-1,8-naphthyridine-1(2H)-carboxylate